P(=O)(O)(O)C(CC(=O)O)(CCC(=O)O)C(=O)O.N1N=NC2=C1C=CC=C2 1H-benzotriazole, 2-phosphonobutane-1,2,4-tricarboxylic acid salt